(S)-1-amino-4-(4-((4-isopropylpyridin-2-yl)carbamoyl)phenyl)-2-(pyrrolidin-2-yl)-1H-imidazole-5-carboxamide NN1C(=NC(=C1C(=O)N)C1=CC=C(C=C1)C(NC1=NC=CC(=C1)C(C)C)=O)[C@H]1NCCC1